C(C(=O)O)NCC(=O)O The molecule is an amino dicarboxylic acid that is glycine in which one of the hydrogens attached to the nitrogen is substituted by a carboxymethyl group. It has a role as a chelator. It is a glycine derivative, an amino dicarboxylic acid and a non-proteinogenic alpha-amino acid. It is a conjugate acid of an iminodiacetate.